OC=1C=C(CCNC(COC(CCCCCCC\C=C/CCCCCCCC)=O)=O)C=CC1O.N1=C(C=CC=C1)C(=O)C1=C(C=CC=C1)NC(C1=CC=CC=C1)=O N-[2-(2-pyridineformyl)phenyl]benzamide 2-((3,4-dihydroxyphenethyl)-amino)-2-oxoethyl-oleate